((1R,5S,6s)-6-((4-(2-aminopropan-2-yl)-6-(3,4-difluorophenyl)pyridin-2-yl)oxy)-3-azabicyclo[3.1.0]hexan-3-yl)(3-(difluoromethyl)-1-(pyrimidin-2-yl)-1H-pyrazol-4-yl)methanone NC(C)(C)C1=CC(=NC(=C1)C1=CC(=C(C=C1)F)F)OC1[C@@H]2CN(C[C@H]12)C(=O)C=1C(=NN(C1)C1=NC=CC=N1)C(F)F